6-bromo-8-chloroquinazolin-4(3H)-one BrC=1C=C2C(NC=NC2=C(C1)Cl)=O